C(CCCCCSC(C(=O)C1C(C=CCC1(C)CC)C)CC)SC(C(=O)C1C(C=CCC1(CC)C)C)CC 3'-(hexane-1,6-diylbis(sulfanediyl))bis(1-(6-ethyl-2,6-dimethylcyclohex-3-en-1-yl)butan-1-one)